N-(7-Chloropyrazolo[1,5-a]pyridin-5-yl)-carbamic acid tert-butyl ester C(C)(C)(C)OC(NC1=CC=2N(C(=C1)Cl)N=CC2)=O